N-({4-[2-(2-aminopyridin-3-yl)-5-(pyrazol-1-yl)imidazo[4,5-b]pyridin-3-yl]phenyl}methyl)-2-(4-formyl-3-hydroxyphenyl)acetamide NC1=NC=CC=C1C1=NC=2C(=NC(=CC2)N2N=CC=C2)N1C1=CC=C(C=C1)CNC(CC1=CC(=C(C=C1)C=O)O)=O